1-[3-chloro-5-(8-hydroxyoctyl)phenyl]-3-[[2-(2,6-dioxo-3-piperidyl)-1-oxo-isoindolin-5-yl]methyl]urea ClC=1C=C(C=C(C1)CCCCCCCCO)NC(=O)NCC=1C=C2CN(C(C2=CC1)=O)C1C(NC(CC1)=O)=O